C(C(C)C)C(C(C(C(=O)O)(CC(C)C)CC(C)C)(O)C(=O)O)C(=O)O.C(C)OCC ethyl ether tri-isobutyl-citrate